acryloxytetraethyleneglycol isocyanate [N-]=C=O.C(C=C)(=O)OC(COCCOCCOCCO)O